8-[2-methoxy-4-trifluoromethylphenyl]-N-[(2R)-2-methyl-4-(piperidin-4-yl)-2,3-dihydro-1-benzofuran-7-yl]quinazolin-2-amine COC1=C(C=CC(=C1)C(F)(F)F)C=1C=CC=C2C=NC(=NC12)NC1=CC=C(C=2C[C@H](OC21)C)C2CCNCC2